(2-trityl-2H-tetrazol-5-yl)-[1,1'-biphenyl] C(C1=CC=CC=C1)(C1=CC=CC=C1)(C1=CC=CC=C1)N1N=C(N=N1)C1=C(C=CC=C1)C1=CC=CC=C1